NC=1N=NC(=C(N1)C1=CC=C(C=C1)C)C1=CC=C(C=C1)C 3-Amino-5,6-bis(4-methylphenyl)-1,2,4-triazine